1-tertbutyl formate C(=O)OC(C)(C)C